4-(4-{3,8-diazabicyclo[3.2.1]octan-3-yl}-8-fluoro-2-[(1-{[(3R)-3-fluoropyrrolidin-1-yl]methyl}cyclopropyl)methoxy]quinazolin-7-yl)-5-ethynyl-6-fluoronaphthalen-2-ol C12CN(CC(CC1)N2)C2=NC(=NC1=C(C(=CC=C21)C2=CC(=CC1=CC=C(C(=C21)C#C)F)O)F)OCC2(CC2)CN2C[C@@H](CC2)F